Tetrahydropyridochinolin N1CCCC2=CC=C3C(=C12)C=CC=N3